C(CC)N1C(OC2=C1C=C(C=C2)NC2=NC(=NC=C2C)NC=2C=NC(=CC2)N2CCN(CC2)C)=O N4-(3-n-propylbenzo[d]oxazol-2(3H)-on-5-yl)-N2-(6-(4-methylpiperazin-1-yl)pyridin-3-yl)-5-methylpyrimidine-2,4-diamine